ClC1=NC=C(C=N1)OC(F)(F)F 2-Chloro-5-(trifluoromethoxy)pyrimidine